FC(C=1C=C2OC=3C=C(C=CC3NC2=CC1)CNC(=O)C=1N=COC1)(F)F N-((7-(trifluoromethyl)-10H-phenoxazin-3-yl)methyl)oxazole-4-carboxamide